[1,5]naphthyridin-2-yl trifluoromethanesulfonate FC(S(=O)(=O)OC1=NC2=CC=CN=C2C=C1)(F)F